CC(CC(=O)OO)C Hydroxy Beta-Methylbutyrate